C(CCC/C=C\\C[C@@H](CCCCCCO)O)CCCC(=O)[O-] The molecule is a hydroxy fatty acid anion that is the conjugate base of (9Z,12R)-12,18-dihydroxyoctadecenoic acid, obtained by deprotonation of the carboxy group; major species at pH 7.3. It is an omega-hydroxy fatty acid anion, a long-chain fatty acid anion and a hydroxy monounsaturated fatty acid anion. It is a conjugate base of a (9Z,12R)-12,18-dihydroxyoctadecenoic acid.